N1C=NC2=C1C=CC(=C2)C(=O)N 1H-benzimidazole-5-carboxamide